1,6-hexanediol bis[3-(3,5-di-tert-butyl-4-hydroxy-phenyl)propionate] C(C)(C)(C)C=1C=C(C=C(C1O)C(C)(C)C)CCC(=O)OCCCCCCOC(CCC1=CC(=C(C(=C1)C(C)(C)C)O)C(C)(C)C)=O